N-(4-bromopyridin-2-yl)cyclopropanecarboxamide BrC1=CC(=NC=C1)NC(=O)C1CC1